OC(CCCCCCCC=CC=CC=CC=CC(=O)O)C(CC)O 17,18-DiHydroxyEicosatetraenoic Acid